4-(3,4-Dimethoxybenzyl)-6-(3-methoxyphenyl)pyrimidine-2,4-diamine COC=1C=C(CC2(NC(=NC(=C2)C2=CC(=CC=C2)OC)N)N)C=CC1OC